ClC=1C(=CC(=C(C1)NC(=O)C=1C=CC=2C=C3N([C@@H](CNC3=O)C)C2N1)S(N)(=O)=O)C (R)-N-(5-chloro-4-methyl-2-sulfamoylphenyl)-9-methyl-6-oxo-6,7,8,9-tetrahydropyrido[3',2':4,5]pyrrolo[1,2-a]pyrazine-2-carboxamide